FC(C(=O)O)F.C(=N)N formamidine difluoroacetate